8-[(tert-butyldimethyl-silyl)oxy]-4-methoxynaphthalene-1-carbaldehyde C(C)(C)(C)[Si](OC=1C=CC=C2C(=CC=C(C12)C=O)OC)(C)C